FC=1C(=CC(=NC1)C)C1=NC=C(C=C1)C1(CC1)NC(=O)C1=CC(=NN1C)C(F)(F)F N-(1-(5'-fluoro-2'-methyl-[2,4'-bipyridin]-5-yl)cyclopropyl)-1-methyl-3-(trifluoromethyl)-1H-pyrazole-5-carboxamide